2-amino-N7-deazapurine tert-butyl-(2-(3-chlorobenzo[b]thiophen-5-yl)ethyl)carbamate C(C)(C)(C)N(C(O)=O)CCC1=CC2=C(SC=C2Cl)C=C1.NC1=NC=C2CC=NC2=N1